N1=C(C=CC=C1)C=1C=C(C=CC1O)C1=NC(=NC(=N1)C1=CC=CC=C1)C1=CC=CC=C1 2-(3-(pyridin-2-yl)-4-hydroxyphenyl)-4,6-diphenyl-1,3,5-triazine